Ethyl 3-methyl-5-nitro-2-[6-(trifluoromethyl) pyridin-3-yl]benzoate CC=1C(=C(C(=O)OCC)C=C(C1)[N+](=O)[O-])C=1C=NC(=CC1)C(F)(F)F